trans-N-(1-(tert-butyl)-2-(4-chloro-3-fluorophenyl)pyrrolidin-3-yl)-4-(trifluoromethoxy)benzene-sulfonamide C(C)(C)(C)N1[C@H]([C@@H](CC1)NS(=O)(=O)C1=CC=C(C=C1)OC(F)(F)F)C1=CC(=C(C=C1)Cl)F